N-[4-fluoro-5-(2-morpholin-4-ylpyrimidin-5-yl)-2-[rac-(3R)-3,4-dimethylpiperazin-1-yl]phenyl]-2-methyl-4-(trifluoromethyl)-1,3-thiazole-5-carboxamide FC1=CC(=C(C=C1C=1C=NC(=NC1)N1CCOCC1)NC(=O)C1=C(N=C(S1)C)C(F)(F)F)N1C[C@H](N(CC1)C)C |r|